2-(2'-hydroxy-5'-n-dodecylphenyl)benzotriazole ammonium [NH4+].OC1=C(C=C(C=C1)CCCCCCCCCCCC)N1N=C2C(=N1)C=CC=C2